FC(C1=C(C=C(C=N1)C1=NCC(SC2=C1C=CC=C2F)(C)C)C)F 5-(6-(difluoromethyl)-5-methylpyridin-3-yl)-9-fluoro-2,2-dimethyl-2,3-dihydro-benzo[f][1,4]thiazepine